O1C(=CC2=C1C=CC=C2)C(=O)N2C[C@H]1[C@@H](C2)[C@@H](CC1)NC=1N=NC(=CC1)Cl 1-benzofuran-2-yl-[(3aS,4R,6aR)-4-[(6-chloro-3-pyridazinyl)amino]hexahydrocyclopenta[c]pyrrol-2(1H)-yl]methanone